N-[[(2R,5S)-3-oxo-2-(4-phenoxyphenyl)-1,4-thiazepan-5-yl]methyl]thiazole-2-carboxamide O=C1[C@H](SCC[C@H](N1)CNC(=O)C=1SC=CN1)C1=CC=C(C=C1)OC1=CC=CC=C1